5-hydroxy-3-methoxy-4-methyl-2-(2-methyl-1-oxopropyl)-6-{[2,6-dihydroxy-4-methoxy-5-methyl-3-(2-methyl-1-oxopropyl)phenyl]methyl}phenolate OC=1C(=C(C(=C(C1CC1=C(C(=C(C(=C1O)C)OC)C(C(C)C)=O)O)[O-])C(C(C)C)=O)OC)C